hexamethylenediamine 3,6-dioxasuberate C(COCCOCC(=O)O)(=O)O.NCCCCCCN